CCCCC(CC)COC(=O)C1=CC=CC=C1C(=O)OCC(CC)CCCC diethylhexyl phthalate